di(isodecyl)hexane C(CCCCCCC(C)C)C(CCCCC)CCCCCCCC(C)C